4-((2-hydroxyethyl)sulfonamido)-N-(2-oxo-1-(piperazin-1-yl)-1,2-dihydropyridin-3-yl)-2-(6-azaspiro[2.5]octan-6-yl)benzamide OCCS(=O)(=O)NC1=CC(=C(C(=O)NC=2C(N(C=CC2)N2CCNCC2)=O)C=C1)N1CCC2(CC2)CC1